2-(4-{2-[(S)-2-methyl-1-azetidinyl]-5-ethyl-6-(trifluoromethyl)-4-pyrimidinyl}-1-pyrazolyl)-1-(1-piperazinyl)-1-ethanone C[C@@H]1N(CC1)C1=NC(=C(C(=N1)C=1C=NN(C1)CC(=O)N1CCNCC1)CC)C(F)(F)F